ClC1=CC=NC2=CC=C(C=C12)C1=NC=C(C=C1)C 4-chloro-6-(5-methylpyridin-2-yl)quinoline